C(C)(C)(C)OC(=O)N1[C@@H](C[C@H](C1)O)C(=O)O (2S,4R)-1-(tert-butoxycarbonyl)-4-hydroxy-pyrrolidine-2-carboxylic acid